CC1(CN(C=2C=C3C(=NC21)CCC3)C3=NC(=NC=C3)NC=3C=C(C(=CC3OC)N(C)CCN(C)C)N)C N4-(4-(3,3-dimethyl-3,5,6,7-tetrahydrocyclopenta[b]pyrrolo[2,3-e]pyridin-1(2H)-yl)pyrimidin-2-yl)-N1-(2-(dimethylamino)ethyl)-5-methoxy-N1-methylbenzene-1,2,4-triamine